O1[C@@H](COCC1)COC=1C(=C2N(CCC3=CC(=CC=C23)OCC2=NN=NN2CCC)C(C1)=O)C 2-((S)-1-[1,4]dioxan-2-ylmethoxy)-1-methyl-9-(1-propyl-1H-tetrazol-5-ylmethoxy)-6,7-dihydro-pyrido[2,1-a]isoquinolin-4-one